(S)-5-(6-((2-cyclopropylpropan-2-yl)amino)-4-(trifluoromethyl)pyridin-3-yl)-4-(4,4-bisFluoro-2-methylpyrrolidine-1-carbonyl)-N-(2-hydroxy-2-methylpropyl)thiazole-2-carboxamide C1(CC1)C(C)(C)NC1=CC(=C(C=N1)C1=C(N=C(S1)C(=O)NCC(C)(C)O)C(=O)N1[C@H](CC(C1)(F)F)C)C(F)(F)F